C(CCCCCCC\C=C/CCCCCCCC)(=O)ON1C(CCC1=O)=O 2,5-dioxopyrrolidin-1-yl oleate